N[C@H]1C(O)O[C@H]([C@@H]([C@@H]1O)O)CO 2-Amino-2-deoxy-L-altropyranose